9-(piperazin-1-ylmethyl)-3-azaspiro[5.5]undecane-3-carboxylic acid benzyl ester C(C1=CC=CC=C1)OC(=O)N1CCC2(CC1)CCC(CC2)CN2CCNCC2